methyl-5-(6-quinolinyl)pyridine-2-carboxylic acid CC=1C(=NC=C(C1)C=1C=C2C=CC=NC2=CC1)C(=O)O